ClC1=C(N2CCCC2=C1C(=O)OC)C(=O)OC Dimethyl 6-chloro-2,3-dihydro-1H-pyrrolizine-5,7-dicarboxylate